N1=C(C=CC=C1)SSCCOC(O)=O (2-(Pyridin-2-yldithio)ethyl)carbonic acid